tert-butyl 2-(4-(4-(6-chloropyridazin-4-yl)phenyl)piperazin-1-yl)acetate ClC1=CC(=CN=N1)C1=CC=C(C=C1)N1CCN(CC1)CC(=O)OC(C)(C)C